ClC=1C=C(C(=O)N=S(=O)(CC(C)C)C2=C(C=C(C(=C2)Cl)N=CN(C)CC)C)C=CC1F 3-chloro-N-((5-chloro-4-(((ethyl(methyl)amino)methylene)amino)-2-methylphenyl)(isobutyl)(oxo)-λ6-sulfaneylidene)-4-fluorobenzamide